C(N)(OC(C(C1=CC=C(C=C1)Cl)N)C1=CC=C(C=C1)Cl)=O 2-amino-1,2-bis(4-chlorophenyl)ethyl 1-carbamate